6-(1-(3-(4-cyclopropylphenyl)oxetan-3-yl)-4-(propane-1-yn-1-yl)-1H-indazole-7-Carboxamido)spiro[3.3]heptane-2-carboxylic acid methyl ester COC(=O)C1CC2(C1)CC(C2)NC(=O)C=2C=CC(=C1C=NN(C21)C2(COC2)C2=CC=C(C=C2)C2CC2)C#CC